ClC=1C=C(C=CC1Cl)C1=NC(=NC(=N1)C1=CC(=C(C=C1)Cl)Cl)C1=CC=CC=C1 2,4-bis(3,4-dichlorophenyl)-6-phenyl-1,3,5-triazine